bis(((Z)-4-oxo-3-(2,3,5-trifluoro-6-(trifluoromethyl)pyridin-4-yl)pent-2-en-2-yl)oxy)copper O=C(\C(=C(\C)/O[Cu]O\C(\C)=C(/C(C)=O)\C1=C(C(=NC(=C1F)C(F)(F)F)F)F)\C1=C(C(=NC(=C1F)C(F)(F)F)F)F)C